C1(=CC=CC=C1)N1N=CC=2C1=NC=NC2N2CCC1(CC2)CC2=CC=CC=C2[C@H]1N (3S)-1'-{1-phenyl-1H-pyrazolo[3,4-d]pyrimidin-4-yl}-1,3-dihydrospiro[indene-2,4'-piperidin]-3-amine